1-(4-methoxyphenyl)-3-(3-methyl-4-phenoxyphenyl)-1,3,5-triazinane-2,4,6-trione COC1=CC=C(C=C1)N1C(N(C(NC1=O)=O)C1=CC(=C(C=C1)OC1=CC=CC=C1)C)=O